4-FLUORO-1H-INDOLE-7-CARBALDEHYDE FC1=C2C=CNC2=C(C=C1)C=O